2-chloro-4-(5-methyl-1,3,4-oxadiazol-2-yl)aniline ClC1=C(N)C=CC(=C1)C=1OC(=NN1)C